8-fluoro-6-[5-(methylsulfonimidoyl)-2-pyridyl]-2-[(4S)-4-[[6-oxo-5-(trifluoromethyl)-1H-pyridazin-4-yl]amino]pentyl]isoquinolin-1-one FC=1C=C(C=C2C=CN(C(C12)=O)CCC[C@H](C)NC=1C=NNC(C1C(F)(F)F)=O)C1=NC=C(C=C1)S(=O)(=N)C